(R)-3-(3-((5-(4-(methylsulfonyl)oxazol-2-yl)-1H-pyrrolo[2,3-b]pyridin-4-yl)amino)piperidin-1-yl)-3-oxopropanenitrile CS(=O)(=O)C=1N=C(OC1)C=1C(=C2C(=NC1)NC=C2)N[C@H]2CN(CCC2)C(CC#N)=O